BrC=1C=2N(C=C(C1)C1CC1)C=C(N2)CO[Si](C)(C)C(C)(C)C 8-bromo-2-(((tert-butyldimethylsilyl)oxy)methyl)-6-cyclopropylimidazo[1,2-a]pyridine